trans-4-(((trans-4-(3-Cyano-4-methoxy-phenyl)cyclohexyl)-methyl)(4-(1-iso-propyl-1H-pyrazol-4-yl)pyridin-2-yl)-carbamoyl)cyclohexyl methylcarbamate CNC(O[C@@H]1CC[C@H](CC1)C(N(C1=NC=CC(=C1)C=1C=NN(C1)C(C)C)C[C@@H]1CC[C@H](CC1)C1=CC(=C(C=C1)OC)C#N)=O)=O